FC1=C(C=C(C(=C1)OCC)F)B(O)O 2,5-DIFLUORO-4-ETHOXYPHENYLBORONIC ACID